4-[(S)-2-((S)-2-Acetamido-3-phenylpropanamido)-2-(4-ethylthiazol-2-yl)ethyl]phenylsulfamic acid C(C)(=O)N[C@H](C(=O)N[C@@H](CC1=CC=C(C=C1)NS(O)(=O)=O)C=1SC=C(N1)CC)CC1=CC=CC=C1